N-(1-methylcyclobutyl)-2-(pyridin-4-yl)-1,7-naphthyridin-4-amine CC1(CCC1)NC1=CC(=NC2=CN=CC=C12)C1=CC=NC=C1